3-chlorophenyl-peroxybenzoic acid ClC=1C=C(C=CC1)C1=C(C(=O)OO)C=CC=C1